benzyl 4-(2-(toluenesulfonyloxy)ethyl)piperidine-1-carboxylate C(C1=CC=CC=C1)S(=O)(=O)OCCC1CCN(CC1)C(=O)OCC1=CC=CC=C1